Sodium Acrylamidomethyl PropaneSulfonate C(CC)S(=O)(=O)OCNC(C=C)=O.[Na]